FC(OCCNC(=O)NCCOC(F)(F)F)(F)F 1,3-bis[2-(trifluoromethoxy)ethyl]urea